CN(C1(CCC2(CN(C(N2)=O)C2=CC=C(C=C2)C(F)(F)F)CC1)C1=CC=CC=C1)C Cis-8-dimethylamino-8-phenyl-3-[4-(trifluoromethyl)-phenyl]-1,3-diazaspiro[4.5]decan-2-one